4-butylvinyl-imidazole bis(trifluoromethanesulfonyl)imide salt [N-](S(=O)(=O)C(F)(F)F)S(=O)(=O)C(F)(F)F.C(CCC)C=CC=1N=CNC1